C(C)OC1=NC(=CC(=C1)C1=CC(=C2C(=N1)N=C(N2)C2=CC=C(C=C2)N2CCCCC2)N(C)CC2(CCCCC2)COC)C(F)(F)F 1-(4-{5-[2-Ethoxy-6-(trifluoromethyl)pyridin-4-yl]-7-[{[1-(methoxymethyl)cyclohexyl]methyl}(methyl)amino]-1H-imidazo[4,5-b]pyridin-2-yl}phenyl)piperidin